CCOCCOCCOCCOCCOCCOCCNCC=CC(=O)O 3,6,9,12,15,18-hexaoxa-21-azapentacos-23-en-25-oic acid